C1(CC1)C1=C(C#N)C(=CC=C1)N1N=CC(=C1)C1=CN(C(C=C1C1=CC(N(C=C1)CCC)=O)=O)C 2-cyclopropyl-6-[4-[1-methyl-6-oxo-4-(2-oxo-1-propyl-4-pyridyl)-3-pyridyl]pyrazol-1-yl]benzonitrile